C1(CC1)C1=NC(=NC=C1)OC1=CC=C(C=C1)C1CN(C1)C(=O)N1C[C@H](CC1)N1N=NN=C1 [3-[4-(4-Cyclopropylpyrimidin-2-yl)oxyphenyl]azetidin-1-yl]-[(3S)-3-(tetrazol-1-yl)pyrrolidin-1-yl]methanone